N-[(2R)-1-(4-[2-[4-amino-7-methyl-5-(4-phenoxyphenyl)-7H-pyrrolo[2,3-d]pyrimidin-6-yl]ethynyl]piperidin-1-yl)-3-hydroxy-1-oxopropan-2-yl]prop-2-enamide NC=1C2=C(N=CN1)N(C(=C2C2=CC=C(C=C2)OC2=CC=CC=C2)C#CC2CCN(CC2)C([C@@H](CO)NC(C=C)=O)=O)C